5α-Pregnan-3α-ol CC[C@H]1CC[C@H]2[C@@H]3CC[C@H]4C[C@@H](CC[C@]4(C)[C@H]3CC[C@]12C)O